ClCC1=CC=C(C=C1)N1C(C=CC=C1)=O (4-(chloromethyl)phenyl)pyridin-2(1H)-one